2-((1S,4S)-2-oxo-5-azabicyclo[2.2.1]heptane-5-carbonyl)-6-chloro-1,2,3,4-tetrahydroisoquinoline O=C1[C@@H]2CN([C@H](C1)C2)C(=O)N2CC1=CC=C(C=C1CC2)Cl